tert-butyl-4-(6,7-dimethoxyquinazolin-4-yl)-2,3,6,7-tetrahydro-1H-azepine-1-carboxylic acid C(C)(C)(C)C1N(CCC=C(C1)C1=NC=NC2=CC(=C(C=C12)OC)OC)C(=O)O